Cl.COC(=O)C1NCC(C1)C1=CC(=C(C=C1)OC(F)F)O 4-(4-(difluoromethoxy)-3-(hydroxy)phenyl)pyrrolidine-2-carboxylic acid methyl ester hydrochloride